1-[9-ethyl-6-(3-methylbenzoyl)-9H-carbazol-3-yl]-ethanone-1-(O-acetyloxime) C(C)(=O)ON=C(C)C=1C=CC=2N(C3=CC=C(C=C3C2C1)C(C1=CC(=CC=C1)C)=O)CC